FC(C(=O)O)(F)F.C1(CCCCC1)C=1N=C(NC1N)C1=NC=CC(=C1)C=1C=NC=C(C1)S(=O)(=O)C 4-Cyclohexyl-2-[5-(methylsulfonyl)-3,4'-bipyridin-2'-yl]-1H-imidazol-5-amine trifluoroacetate salt